5-(3-(1H-pyrazol-3-yl)-1H-pyrrol-2-yl)-N-(tert-butyl)-1H-indole-4-carboxamide N1N=C(C=C1)C1=C(NC=C1)C1=C(C=2C=CNC2C=C1)C(=O)NC(C)(C)C